3-((R)-1-((6-fluoro-4-methyl-7-((1R,5R)-2-methyl-2,6-diazabicyclo[3.2.0]heptan-6-yl)phthalazin-1-yl)amino)ethyl)-2-methylbenzonitrile FC=1C=C2C(=NN=C(C2=CC1N1[C@@H]2CCN([C@@H]2C1)C)N[C@H](C)C=1C(=C(C#N)C=CC1)C)C